N-[7-Methoxy-4-(tetrahydro-pyran-4-yl)-1H-benzoimidazol-2-yl]-4-(4-methyl-piperazin-1-ylmethyl)-benzamide COC1=CC=C(C2=C1NC(=N2)NC(C2=CC=C(C=C2)CN2CCN(CC2)C)=O)C2CCOCC2